(±)-(4aR,13bS)-10,11-dichloro-4-(2-methoxyethyl)-1,2,3,4,4a,5,6,13b-octahydro-8H-[1,6]naphthyridino[5,6-b]quinazolin-8-one ClC=1C=C2C(N3C(=NC2=CC1Cl)[C@H]1CCCN([C@@H]1CC3)CCOC)=O |r|